C[Si](O[Si](C=C)(O[Si](C)(C)C)O[Si](C)(C)C)(C)C tris(trimethylsilyloxy)(vinyl)silane